CN1C(SC=C1C)C(=O)[O-] 3,4-dimethylthiazoline-2-carboxylate